C(=C/C1=CC=CC=C1)/C1=CC=C(C=O)C=C1 (Z)-4-(styryl)benzaldehyde